CC1=CC=CC=C1NC(=S)NC2=CC=CC=C2C di-o-tolylthiourea